COC=1C(=C(CO)C=CC1OC)[N+](=O)[O-] 3,4-dimethoxy-o-nitrobenzyl alcohol